FCCCCCCCC=O 8-fluorooctanal